FC1=C(C(=O)N2CCN(CC2)C(CNCCOCCNC(=O)C2=NC=C(C=C2NC(OC(C)(C)C)=O)C=2C=C(C=CC2)C)=O)C=C(C=C1)CC1=NNC(C2=CC=CC=C12)=O tert-butyl N-[2-[2-[2-[[2-[4-[2-fluoro-5-[(4-oxo-3H-phthalazin-1-yl)methyl]benzoyl]piperazin-1-yl]-2-oxo-ethyl]amino]ethoxy]ethylcarbamoyl]-5-(m-tolyl)-3-pyridyl]carbamate